CN(S(=O)(=O)N1N=CC=C1)C N,N-dimethyl-1H-pyrazole-1-sulfonamide